C(OC1CC(C1)(C1=NN=CN1C)C=1C=C(C=CC1)N1C(C2=CC(=CC(=C2C1)C(F)(F)F)CNC1(CCC1)C)=O)([2H])([2H])[2H] 2-(3-((1R,3R)-3-(methoxy-d3)-1-(4-methyl-4H-1,2,4-triazol-3-yl)cyclobutyl)phenyl)-6-(((1-methylcyclobutyl)amino)methyl)-4-(trifluoromethyl)isoindolin-1-one